1-(2-((5-acrylamido-4-((2-(dimethylamino)ethyl)(methyl)amino)-2-methoxyphenyl)amino)pyrimidin-4-yl)-1H-indole-5-carboxamide C(C=C)(=O)NC=1C(=CC(=C(C1)NC1=NC=CC(=N1)N1C=CC2=CC(=CC=C12)C(=O)N)OC)N(C)CCN(C)C